1-(1-(4-fluorophenyl)-6-methyl-1H-indazol-5-yl)-4-(methylsulfonyl)piperazin-2-one FC1=CC=C(C=C1)N1N=CC2=CC(=C(C=C12)C)N1C(CN(CC1)S(=O)(=O)C)=O